3-amino-1,2,4-triazole copper perchlorate Cl(=O)(=O)(=O)[O-].[Cu+2].NC1=NNC=N1.Cl(=O)(=O)(=O)[O-]